CC1C(=C(C(=C1C)C)C)C pentamethylcyclopentadiene